CC(C)(OC(=O)NC1CC(C1)C(=O)O)C 3-[[(1,1-dimethylethoxy)carbonyl]amino]-cyclobutanecarboxylic acid